ClC1=C(C=C(C(=C1)CI)Cl)NC(=O)[C@H](C)NC(=O)[C@H](C(C)C)NC(CCCCCN1C(C=CC1=O)=O)=O N-[(1S)-1-{[(1S)-1-{[2,5-dichloro-4-(iodomethyl)phenyl]carbamoyl}ethyl]carbamoyl}-2-methylpropyl]-6-(2,5-dioxo-2,5-dihydro-1H-pyrrol-1-yl)hexanamide